N-methyl-4-(5-methyl-2-piperidyl)benzenesulfonamide CNS(=O)(=O)C1=CC=C(C=C1)C1NCC(CC1)C